O1C[C@@H]([C@H]2[C@@H]1OCC2)OC(N[C@H]([C@@H](CN(CC(C)C)S(=O)(=O)C2=CC=C(C=C2)N)O)CC2=CC=CC=C2)=O [(1S,2R)-3-[[(4-aminophenyl)-sulfonyl](2-methylpropyl)amino]-2-hydroxy-1-(phenylmethyl)-propyl]-carbamic acid (3R,3aS,6aR)-hexahydrofuro[2,3-b]furan-3-yl ester